2,6-difluoro-N-(2-(trifluoromethyl)-1H-benzo[d]imidazol-5-yl)benzamide FC1=C(C(=O)NC2=CC3=C(NC(=N3)C(F)(F)F)C=C2)C(=CC=C1)F